Cl.CC1=NNC=C1C=1N=C(C2=C(N1)C=NC=C2)N2CCC1(CCNC1)CC2 2-(3-methyl-1H-pyrazol-4-yl)-4-(2,8-diazaspiro[4.5]decan-8-yl)pyrido[3,4-d]pyrimidine hydrochloride